6-chloro-N-(isoquinolin-4-yl)-2-(2-(methylamino)-2-oxoethyl)-1,2,3,4-tetrahydroisoquinoline-4-carboxamide ClC=1C=C2C(CN(CC2=CC1)CC(=O)NC)C(=O)NC1=CN=CC2=CC=CC=C12